Ethyl 3-(3-fluoropyridin-4-yl)-3-oxopropanoate FC=1C=NC=CC1C(CC(=O)OCC)=O